N-(3-chloro-5-(methylsulfonamido)phenyl)-1-(5-(4-isobutyrylpiperazin-1-yl)pyridin-2-yl)-5-methyl-1H-pyrrole-3-carboxamide ClC=1C=C(C=C(C1)NS(=O)(=O)C)NC(=O)C1=CN(C(=C1)C)C1=NC=C(C=C1)N1CCN(CC1)C(C(C)C)=O